butyl (E)-(2-(((2-butylimidazo[1,2-a]pyridin-7-yl)oxy)methyl)-3-fluoroallyl)carbamate C(CCC)C=1N=C2N(C=CC(=C2)OC\C(\CNC(OCCCC)=O)=C\F)C1